2-(3,5-dimethoxyphenyl)-3-(4-hydroxyphenyl)-4,6-dimethoxyindenone phosphate P(=O)(O)(O)O.COC=1C=C(C=C(C1)OC)C=1C(C2=CC(=CC(=C2C1C1=CC=C(C=C1)O)OC)OC)=O